2'-Chloro-N-(5-(4-chloro-6-(difluoromethyl)picolinoyl)-5,6-dihydro-4H-pyrrolo[3,4-d]thiazol-2-yl)-5'-methoxy-6-methyl-[4,4'-bipyridine]-3-carboxamide ClC1=NC=C(C(=C1)C1=C(C=NC(=C1)C)C(=O)NC=1SC2=C(N1)CN(C2)C(C2=NC(=CC(=C2)Cl)C(F)F)=O)OC